isopropyl-2,4-diamino-4-chlorophenylacetic acid C(C)(C)C(C(=O)O)C1=C(CC(C=C1)(Cl)N)N